FC1=C(C=CC=C1)[C@@H]1[C@@H](C2=CC=C(C=C2CC1)O)C1=CC=C(C=C1)N1CCC2(CN(C2)C(=O)OC(C)(C)C)CC1 tert-butyl 7-(4-(cis-2-(2-fluorophenyl)-6-hydroxyl-1,2,3,4-tetrahydronaphthalen-1-yl) phenyl)-2,7-diazaspiro[3.5]nonane-2-carboxylate